3,5,9-Trihydroxyergost-7-en-6-one OC1CC2(C(C=C3[C@@H]4CC[C@H]([C@@H](CC[C@@H](C(C)C)C)C)[C@]4(CC[C@@]3([C@]2(CC1)C)O)C)=O)O